tert-Butyl (NE)-N-{(4S)-4-(3-amino-2-chlorophenyl)-4-methyl-1-[(1SR,5RS)-8-oxabicyclo[3.2.1]octan-3-yl]-6-oxohexahydropyrimidin-2-ylidene}carbamate NC=1C(=C(C=CC1)[C@]1(N/C(/N(C(C1)=O)C1C[C@@H]2CC[C@H](C1)O2)=N\C(OC(C)(C)C)=O)C)Cl |&1:16,19|